FC(OC1=C(C=C(C=C1)OC=1C=NC=C(C1)C(NC)=O)C1=NN(C=C1NC(=O)C=1C=NN2C1N=CC=C2)C)F N-[3-[2-(difluoromethoxy)-5-[[5-(methylcarbamoyl)-3-pyridyl]oxy]phenyl]-1-methyl-pyrazol-4-yl]pyrazolo[1,5-a]pyrimidine-3-carboxamide